5'-chloro-2'-[(4-ethylpiperazin-1-yl)methyl]-7',8'-dihydro-6'H-spiro[cyclohexane-1,9'-furo[2,3-f]quinazoline]-7'-one ClC=1C=C2C(=C3C4(NC(NC13)=O)CCCCC4)OC(=C2)CN2CCN(CC2)CC